C(C)NS(=O)(=O)NC1=NC=CC(=C1)CN1CC(C1)OC=1C=CC(=NC1C)C(=O)NC 5-((1-((2-((N-ethylsulfamoyl)amino)pyridin-4-yl)methyl)azetidin-3-yl)oxy)-N,6-dimethylpicolinamide